diethyl-5-azaindolium C(C)C=1[N+](=C2C=CNC=C2C1)CC